(R)-3-((R)-1-((2,5-bis(trifluoromethyl)pyrazolo[1,5-a]pyrimidin-7-yl)amino)-2-(4-fluorophenyl)-3-hydroxypropan-2-yl)pyrrolidine-1-carboxamide FC(C1=NN2C(N=C(C=C2NC[C@](CO)(C2=CC=C(C=C2)F)[C@@H]2CN(CC2)C(=O)N)C(F)(F)F)=C1)(F)F